Tert-butyl((1S,4S,7S,10S)-4-allyl-10-(2-bromo-5-fluorobenzyl)-1-cyclopropyl-7-isobutyl-3,9,12-trimethyl-2,5,8,11-tetraoxo-3,6,9,12-tetraazaoctadec-17-en-1-yl)carbamate C(C)(C)(C)OC(N[C@H](C(N([C@H](C(N[C@H](C(N([C@H](C(N(CCCCC=C)C)=O)CC1=C(C=CC(=C1)F)Br)C)=O)CC(C)C)=O)CC=C)C)=O)C1CC1)=O